FC=1C=C(C#N)C=C(C1)OC1=CC=C(C=2[S@@](C([C@H](C21)F)(F)F)=O)S(=O)(=O)C 3-fluoro-5-(((1S,3S)-2,2,3-trifluoro-7-(methylsulfonyl)-1-oxido-2,3-dihydrobenzo[b]thiophen-4-yl)oxy)benzonitrile